2-(2,2-Dimethyl-3-(pent-2-en-1-yl)cyclopropyl)-3-methylcyclopent-2-en-1-one CC1(C(C1CC=CCC)C=1C(CCC1C)=O)C